6-(4-(4-(4-chloro-3-fluorophenyl)-2,2-dimethyl-2,3,4,5-tetrahydropyrido[3,2-f][1,4]oxazepine-8-carbonyl)-3,3-dimethylpiperazin-1-yl)-2,4-dimethylnicotinic acid ClC1=C(C=C(C=C1)N1CC(OC2=C(C1)C=CC(=N2)C(=O)N2C(CN(CC2)C2=NC(=C(C(=O)O)C(=C2)C)C)(C)C)(C)C)F